C(C)(C)(C)C1=CC=C(C(=O)OC2CC(N(C(C2)(C)C)O)(C)C)C=C1 1-oxyl-2,2,6,6-tetramethylpiperidine-4-yl 4-tert-butylbenzoate